3-chloro-2-fluoro-4-(1-methylpyrazol-3-yl)oxy-aniline ClC=1C(=C(N)C=CC1OC1=NN(C=C1)C)F